3-(4-ACETAMIDOPHENYL)-4-CYCLOPROPYL-N-(2-(TRIFLUOROMETHYL)PYRIDIN-4-YL)ISOTHIAZOLE-5-CARBOXAMIDE C(C)(=O)NC1=CC=C(C=C1)C1=NSC(=C1C1CC1)C(=O)NC1=CC(=NC=C1)C(F)(F)F